CC1(CCC1)C(=O)NC=1C=NC=2CCN(CC2C1)C=1C(=CC=2N(N1)C(C=CN2)=O)C 1-methyl-N-(6-(8-methyl-4-oxo-4H-pyrimido[1,2-b]pyridazin-7-yl)-5,6,7,8-tetrahydro-1,6-naphthyridin-3-yl)cyclobutane-1-carboxamide